5-benzyl-2-(2-(2,6-dimethylphenoxy)acetamido)-4-methylthiophene-3-carboxamide C(C1=CC=CC=C1)C1=C(C(=C(S1)NC(COC1=C(C=CC=C1C)C)=O)C(=O)N)C